(2-ethynyl-thiazole-4-carboxamide) methyl-benzoate COC(C1=CC=CC=C1)=O.C(#C)C=1SC=C(N1)C(=O)N